methylphosphate-ethanol C(C)O.COP(=O)(O)O